CN(CCCN(C1=CC(=CC=C1)C1=NN(C2=C1C=NC=1C=CC(=CC21)OC)C2=CC(=C(C=C2)C)C)C)C N-[3-(dimethylamino)propyl]-3-[1-(3,4-dimethylphenyl)-8-methoxy-1H-pyrazolo[4,3-c]quinolin-3-yl]-N-methylaniline